3-(3,5-di-tert-butyl-4-hydroxyphenyl)propionylhexamethylenediamine C(C)(C)(C)C=1C=C(C=C(C1O)C(C)(C)C)CCC(=O)NCCCCCCN